[Zn].N[C@@H](CC1=CC=CC=C1)C(=O)O L-phenylalanine Zinc